C12(CC3CC(CC(C1)C3)C2)NCC2=CC=C(CCC3=C1C(N(C(=NC1=CC=C3)C)C3C(NC(CC3)=O)=O)=O)C=C2 3-(5-(4-((adamantan-1-ylamino)methyl)phenethyl)-2-methyl-4-oxoquinazolin-3(4H)-yl)piperidine-2,6-dione